cyclopropylsuccinic acid diethyl ester C(C)OC(C(CC(=O)OCC)C1CC1)=O